C(C1=CC=CC=C1)OC1=CC(=NC(=C1C(=O)ON1N=NC=2C1=NC=CC2)Cl)C 3H-[1,2,3]triazolo[4,5-b]pyridin-3-yl 4-(benzyloxy)-2-chloro-6-methylnicotinate